NC=1SC2=C(C1C#N)C(=C(C=C2)F)C=2C1=C(C=3C(=NC=NC3C2F)N2C3CNCC2C3)COC1 2-Amino-4-[1-(3,6-diazabicyclo[3.1.1]heptan-6-yl)-5-fluoro-7,9-dihydrofuro[3,4-f]quinazolin-6-yl]-5-fluoro-benzothiophene-3-carbonitrile